tri(t-butoxy)bismuth (III) C(C)(C)(C)O[Bi](OC(C)(C)C)OC(C)(C)C